C1NCC12CCN(CC2)CC2=CC=C(CN1CCOCC1)C=C2 4-(4-((2,7-diazaspiro[3.5]non-7-yl)methyl)benzyl)morpholine